3-amino-6-(2,6-dimethylpyridin-4-yl)-5-(4-fluorophenyl)-N-((2-methoxypyridin-3-yl)methyl)pyrazine-2-carboxamide NC=1C(=NC(=C(N1)C1=CC=C(C=C1)F)C1=CC(=NC(=C1)C)C)C(=O)NCC=1C(=NC=CC1)OC